Cl.C12CCCC(CC1)C2 bicyclo[3.2.1]octane hydrochloride